{(1R,2S,4R)-4-[(5-{[4-(3,4-Dichlorobenzyl)-2-thienyl]carbonyl}pyrimidin-4-yl)amino]-2-hydroxycyclopentyl}methyl sulfamate S(N)(OC[C@@H]1[C@H](C[C@@H](C1)NC1=NC=NC=C1C(=O)C=1SC=C(C1)CC1=CC(=C(C=C1)Cl)Cl)O)(=O)=O